N-{4-[3-(4-methylphenyl)-1,2,4-oxadiazol-5-yl]Phenyl}-5-oxo-1-[(pyrazin-4-yl)methyl]Pyrrolidine-3-carboxamide CC1=CC=C(C=C1)C1=NOC(=N1)C1=CC=C(C=C1)NC(=O)C1CN(C(C1)=O)CN1CC=NC=C1